BrC=1C=C(C(=O)OC)C=CC1OC1=C(C=C(C=C1)F)F methyl 3-bromo-4-(2,4-difluorophenoxy)benzoate